5-(3-(((S)-1-(1H-1,2,4-triazol-1-yl)propan-2-yl)oxy)-4-chlorophenyl)-N-(3-(2-methoxyethoxy)-1-((1r,4r)-4-morpholinocyclohexyl)-1H-pyrazol-4-yl)pyrimidin-2-amine N1(N=CN=C1)C[C@H](C)OC=1C=C(C=CC1Cl)C=1C=NC(=NC1)NC=1C(=NN(C1)C1CCC(CC1)N1CCOCC1)OCCOC